1-amino-3-[[[2-[(diaminomethylene)amino]-4-thiazolyl]methyl]thio]propylene NC=CCSCC=1N=C(SC1)N=C(N)N